5-(2-(sec-butyl)-1-(3-morpholinobicyclo-[1.1.1]pentan-1-yl)-1H-imidazol-4-yl)-3-(tri-fluoromethyl)pyridin-2-amine C(C)(CC)C=1N(C=C(N1)C=1C=C(C(=NC1)N)C(F)(F)F)C12CC(C1)(C2)N2CCOCC2